3-Aminopropyl 2-acetamido-4-amino-2,4,6-trideoxy-β-D-galactopyranoside C(C)(=O)N[C@H]1[C@H](OCCCN)O[C@@H]([C@@H]([C@@H]1O)N)C